C(CCCCCCCCC)N(C)CC1=CC=C(C=C1)F decyl-(4-fluoro-Benzyl)-methyl-amine